2-methyl-2-(4-phenethylpiperazin-1-yl)propionic acid CC(C(=O)O)(C)N1CCN(CC1)CCC1=CC=CC=C1